C(N)(=O)C=1C=CC(=C2C(=C(N(C12)F)C)C)C=1C[C@H](CCC1)NC(OC(C)(C)C)=O tert-butyl (S)-(3-(7-carbamoyl fluoro-2,3-dimethyl-1H-indol-4-yl)cyclohex-3-en-1-yl)carbamate